O1CCC2=C1C=C(C=C2)C=2C=C1CCCC(C1=CC2)NC(O[C@@H]2CN1CCC2CC1)=O (S)-quinuclidin-3-yl (6-(2,3-dihydrobenzofuran-6-yl)-1,2,3,4-tetrahydronaphthalen-1-yl)carbamate